oxo-1,2,5,6-tetrahydropyridine O=C1NCCC=C1